C(C)(C)OC1=C(C2=CC=CC=C2C=C1)CC1=C(C=CC2=CC=CC=C12)OCCN1CCCC1 1-(2-((1-((2-isopropoxynaphthalen-1-yl)methyl)naphthalen-2-yl)oxy)ethyl)pyrrolidine